C1(=CC=CC=C1)NC(=S)NCCO 1-phenyl-3-(2-hydroxyethyl)thiourea